N-(3-(2-(benzyloxy)cyclopropyl)-1-(4-(1,1-difluoroethyl)pyrimidin-2-yl)-1H-pyrazolo[4,3-c]pyridin-6-yl)acetamide C(C1=CC=CC=C1)OC1C(C1)C1=NN(C2=C1C=NC(=C2)NC(C)=O)C2=NC=CC(=N2)C(C)(F)F